O=C1N(CCC(N1)=O)N1C(C2=CC=C(C=C2C1=O)CN1CCN(CC1)C=1C2=C(N=CN1)C=CS2)=O 2-(2,4-dioxotetrahydropyrimidin-1(2H)-yl)-5-((4-(thieno[3,2-d]pyrimidin-4-yl)piperazin-1-yl)methyl)isoindoline-1,3-dione